4-chloro-6-((4,6-dimethyl-2-oxo-1,2-dihydropyridin-3-yl)methyl)-2-(trans-4-(dimethylamino)cyclohexyl)-2,9-dimethyl-7,8-dihydro-[1,3]dioxolo[4,5-g]isoquinolin-5(6H)-one ClC1=C2C(=C(C=3CCN(C(C13)=O)CC=1C(NC(=CC1C)C)=O)C)OC(O2)(C)[C@@H]2CC[C@H](CC2)N(C)C